4-(((3S,4S)-3-(azidomethyl)-4-((5-chloropyridin-2-yl)thio)-3-hydroxypyrrolidin-1-yl)sulfonyl)-3-chlorobenzonitrile N(=[N+]=[N-])C[C@@]1(CN(C[C@@H]1SC1=NC=C(C=C1)Cl)S(=O)(=O)C1=C(C=C(C#N)C=C1)Cl)O